CC1(CCNC1)CC 4-methyl-4-ethyl-pyrrolidine